(R)-N-Ethyl-5-fluoro-N-isopropyl-2-((5-(2-(6-((2-methoxy-2-methylpropyl)amino)-2-methylhexan-3-yl)-2,6-diazaspiro[3.4]oct-6-yl)-1,2,4-triazin-6-yl)oxy)benzamide C(C)N(C(C1=C(C=CC(=C1)F)OC1=C(N=CN=N1)N1CC2(CN(C2)[C@@H](C(C)C)CCCNCC(C)(C)OC)CC1)=O)C(C)C